difluoroacetic acid hydrazide FC(C(=O)NN)F